NC1=CC=C(C=C1)NC(\C(=C\C1=CC(=C(C=C1)O)O)\C#N)=O (E)-N-(4-aminophenyl)-α-cyano-3,4-dihydroxycinnamamide